2-(tert-butyl) 3-methyl (1S,3R,4R)-2-azabicyclo[2.2.1]heptane-2,3-dicarboxylate [C@H]12N([C@H]([C@H](CC1)C2)C(=O)OC)C(=O)OC(C)(C)C